COC(=O)C1=CC=C(C=C1)CCOB(O)O 2-(4-methoxycarbonylphenyl)ethyl-boric acid